C1(=CC=CC=C1)N1C(=C(C=C1C(F)(F)F)C(=O)C=1C=C(C=CC1)C)C=1C=C(C=CC1)C (1-phenyl-2-(m-tolyl)-5-(trifluoromethyl)-1H-pyrrol-3-yl)(m-tolyl)methanone